6-bromo-4-hydroxy-N-methylpyrazolo-pyridine-3-carboxamide BrC1=CN(C=2C(=C1)N=NC2C(=O)NC)O